BrCC1=C(C=CC=C1Cl)/C(/C(=O)OC)=C\OC methyl (E)-2-[2-(bromomethyl)-3-chloro-phenyl]-3-methoxy-prop-2-enoate